FC(C(F)(F)F)(O[Si](OC(C(F)(F)F)(F)F)(OC(C(F)(F)F)(F)F)C(C(F)(F)F)(F)F)C(C(C(C(C(C(C(C(F)(F)F)(F)F)(F)F)(F)F)(F)F)(F)F)(F)F)(F)F Perfluorooctylethyl-Triethoxysilane